FC1=C(C=CC(=C1F)OC1=NC=CC=C1)C1=CN=C2N1C=CN=C2NC2=CC(=C(C(=O)N1CCC(CC1)CNC(OC(C)(C)C)=O)C=C2)C tert-butyl ((1-(4-((3-(2,3-difluoro-4-(pyridin-2-yloxy)phenyl)imidazo[1,2-a]pyrazin-8-yl)amino)-2-methylbenzoyl)piperidin-4-yl)methyl)carbamate